FC1=C(C(=C(C=C1)C1=CC=C(C=C1)C1=CC=C(C=C1)CCC)F)F trifluoro-4''-propyl[1,1':4',1'']terphenyl